(S)-((4-(tert-butoxycarbonyl)-3-ethylpiperazin-1-yl)methyl)trifluoroborate C(C)(C)(C)OC(=O)N1[C@H](CN(CC1)C[B-](F)(F)F)CC